CC=1C2=C(N=CN1)C(=CC(=N2)C=2C=C(C=CC2)C#C[C@]2(C(N(CC2)C)=O)O)C (R)-3-((3-(4,8-Dimethylpyrido[3,2-d]pyrimidin-6-yl)phenyl)ethynyl)-3-hydroxy-1-methylpyrrolidin-2-one